NC1=NC2=NC=CC=C2C=C1 2-amino-naphthyridine